1-([1,1'-biphenyl]-4-yl)-3-(dimethylamino)prop-2-en-1-one C1(=CC=C(C=C1)C(C=CN(C)C)=O)C1=CC=CC=C1